ClC1=CC=C(CN2CC3C(C2)CN(C3)C(=O)N3N=C(C=C3)C(=O)N)C=C1 1-(5-(4-chlorobenzyl)octahydropyrrolo[3,4-c]pyrrole-2-carbonyl)-1H-pyrazole-3-carboxamide